N1=C(C=CC=C1)C(C#N)C1=CC=C(C=C1)C (pyridin-2-yl)-2-(p-tolyl)acetonitrile